CC/C=C\\C/C=C\\C/C=C\\C/C=C\\C/C=C\\CCCC(=O)[O-] The molecule is an icosapentaenoate that is the conjugate base of all-cis-5,8,11,14,17-icosapentaenoic acid, arising from deprotonation of the carboxylic acid group. It has a role as a human metabolite. It is a conjugate base of an all-cis-5,8,11,14,17-icosapentaenoic acid.